(1S,2S)-N-(7-chloro-6-(1-((3S,4S)-4-hydroxy-3-methyltetrahydrofuran-3-yl)piperidin-4-yl)isoquinolin-3-yl)-2-(5-methylthiophen-2-yl)cyclopropane-1-carboxamide ClC1=C(C=C2C=C(N=CC2=C1)NC(=O)[C@@H]1[C@H](C1)C=1SC(=CC1)C)C1CCN(CC1)[C@]1(COC[C@H]1O)C